FC=1C=C(CN2C(=NC=3C2=NC=CC3)CCC(=O)NC[C@@H](C3=CC=CC=C3)O)C=CC1F 3-[3-(3,4-Difluoro-benzyl)-3H-imidazo[4,5-b]pyridin-2-yl]-N-((R)-2-hydroxy-2-phenyl-ethyl)-propionamide